C12OCC(N(C1)C(C(F)(F)C1=NN=C(S1)NC(C1=CN=C(C=C1C1=C(C(=CC=C1OC)Cl)F)C)=O)=O)C2 N-(5-(2-(2-oxa-5-azabicyclo[2.2.1]heptan-5-yl)-1,1-difluoro-2-oxoethyl)-1,3,4-thiadiazol-2-yl)-4-(3-chloro-2-fluoro-6-methoxyphenyl)-6-methylnicotinamide